ClC=1C(=CC=C2N=CC(=NC12)C=1C=NN(C1)C(C)(C)C1CC(C1)=O)OC1=CC2=C(N=C(N2)C)C=C1 3-[1-[4-[8-chloro-7-[(2-methyl-3H-benzimidazol-5-yl)oxy]quinoxalin-2-yl]pyrazol-1-yl]-1-methyl-ethyl]cyclobutanone